NC1=C(C(=NC=C1C(=O)N1CCC=2N(N=C3CCN(C[C@H]1C23)C(C=C)=O)C2=C(C=C(C=C2)C2CC2)O)C(C)(F)F)F |o1:20| (R or S)-1-(5-(4-amino-6-(1,1-difluoroethyl)-5-fluoronicotinoyl)-2-(4-cyclopropyl-2-hydroxyphenyl)-2,3,4,5,5a,6,8,9-octahydro-7H-1,2,5,7-tetraazabenzo[cd]azulen-7-yl)prop-2-en-1-one